1-butyl-3-methylimidazolium tricyanamide salt N#C[NH-].N#C[NH-].N#C[NH-].C(CCC)N1C=[N+](C=C1)C.C(CCC)N1C=[N+](C=C1)C.C(CCC)N1C=[N+](C=C1)C